dichloro[2-(chloromethylsilyl)ethyl]silane Cl[SiH](CC[SiH2]CCl)Cl